C(C)(C)(C)OC(=O)N(CCCNC(=O)CC[C@@H](C(=O)O)NC(=O)OCC1C2=CC=CC=C2C=2C=CC=CC12)C (2S)-4-[(3-{[(tert-butoxy)carbonyl](methyl)amino}propyl)carbamoyl]-2-({[(9H-fluoren-9-yl)methoxy]carbonyl}amino)butanoic acid